C(C)[N+]=1C(N([C@H]2[C@H](O)[C@H](O)[C@@H](CO)O2)C2=NC(=NC(C12)=O)N)=O 7-ethyl-8-oxo-guanosine